R-methoxyphenyl-ethyl-amine CON(CC)C1=CC=CC=C1